2-oxo-2-(2-oxo-1,4-dihydro-2H-benzo[d][1,3]oxazin-6-yl)ethyl (3S)-7-(6-amino-3-chloro-2-fluorophenyl)-5-oxo-1,2,3,5,8,8a-hexahydroindolizine-3-carboxylate NC1=CC=C(C(=C1C1=CC(N2[C@@H](CCC2C1)C(=O)OCC(C1=CC2=C(NC(OC2)=O)C=C1)=O)=O)F)Cl